C(#N)N1C[C@@H](CC1)NC(=O)N1CC(C1)OC1=CC=CC=C1 (R)-N-(1-cyanopyrrolidin-3-yl)-3-phenoxyazetidine-1-carboxamide